C(C)(CC)OCCCNCCCC=1NC=CN1 N-(3-(sec-butoxy)propyl)-3-(imidazolyl)propan-1-amine